(2S,3R)-3-hydroxypiperidinic acid O[C@H]1CN(CCC1)C(=O)O